CC1=C(C(=O)O[C@H](C1)[C@@](C)([C@]23[C@H](O2)C[C@@H]4[C@@]3(CC[C@H]5[C@H]4C[C@@H]6[C@]7([C@@]5(C(=O)C=C[C@@H]7O)C)O6)C)O)C The molecule is a withanolide that is the 20-hydroxy derivative of tubocapsanolide A. Isolated from Tubocapsicum anomalum, it exhibits cytotoxic activity. It has a role as an antineoplastic agent. It is a delta-lactone, a 4-hydroxy steroid, an enone, an ergostanoid, a secondary alcohol, a tertiary alcohol, a withanolide, a 20-hydroxy steroid and an epoxy steroid. It derives from a tubocapsanolide A.